6-methyl-4-(4,4,5,5-tetramethyl-1,3,2-dioxaborolan-2-yl)-1,6-dihydro-7H-pyrrolo[2,3-c]pyridin-7-one CN1C(C2=C(C(=C1)B1OC(C(O1)(C)C)(C)C)C=CN2)=O